C(C(C)C)(=O)OC1=C(C=NCCC2=CC=CC=C2)C=C(C=C1OC(C(C)C)=O)Br N-(2,3-bis(isobutyryl-oxy)-5-bromobenzylidene)-2-phenylethan-amine